BrC=1C=C(C=CC1)C1(CC(C1)C)C(=O)N/N=C/N(C)C (3-bromophenyl)-N-[(E)-dimethylaminomethyleneamino]-3-methyl-cyclobutanecarboxamide